4,4'-methylenebis-phenyl isocyanate C(C1=CC=C(C=C1)N=C=O)C1=CC=C(C=C1)N=C=O